ClC1=C(C=CC(=C1)Cl)C=1CCSC2=C(C1C=1C=NC(=CC1)O[C@@H]1CN(CC1)CCCF)C=CC(=C2)O 4-(2,4-dichlorophenyl)-5-[6-[(3S)-1-(3-fluoropropyl)pyrrolidin-3-yl]oxy-3-pyridyl]-2,3-dihydro-1-benzothiepin-8-ol